SCCSCC(CSCCS)O 1,3-bis((2-mercaptoethyl)thio)propan-2-ol